5-((2-(2-oxa-6-azaspiro[3.3]heptan-6-yl)-8-azaspiro[4.5]decan-8-yl)sulfonyl)-2-fluorobenzonitrile C1OCC12CN(C2)C2CC1(CC2)CCN(CC1)S(=O)(=O)C=1C=CC(=C(C#N)C1)F